COC1=CC=C(C=C1)C1=NN2C(=NC=3C=C(C=CC3C2=N1)C(C)C)N[C@H]1C(NCCCC1)=O (3R)-3-{[2-(4-methoxyphenyl)-8-(propan-2-yl)[1,2,4]triazolo[1,5-c]quinazolin-5-yl]amino}azepan-2-one